C1(=CC=CC=C1)C1C(C(C1C1=CC(=CC(O1)=O)OC)C1=CC=CC=C1)C1=CC(=CC(O1)=O)OC 6,6'-(2,4-diphenyl-cyclobutane-1,3-diyl)bis(4-methoxy-2H-pyran-2-one)